C1(=CC=CC=C1)N(C1=NC=C(C=N1)C(=O)NCCCCCNC(CS)=O)C1=CC=CC=C1 2-(diphenylamino)-N-(5-(2-mercaptoacetylamino)pentyl)pyrimidine-5-carboxamide